1-(2-azabicyclo[2.2.1]heptan-6-yl)-3-phenylimidazolin-2-one C12NCC(CC1N1C(N(CC1)C1=CC=CC=C1)=O)C2